C1(CCCC1)N1C(C(N(CC1)CCC=1NNC2=CC=CC=C2C1)=O)=O 1-cyclopentyl-4-(2-(1,2-dihydrocinnolin-3-yl)ethyl)piperazine-2,3-dione